FC(C)(F)C1=NC(=NC=C1)N1CC2(C=3C=NC(=CC31)NC(C)=O)CCC2 N-(1'-(4-(1,1-difluoroethyl)pyrimidin-2-yl)-1',2'-dihydrospiro[cyclobutane-1,3'-pyrrolo[3,2-c]pyridin]-6'-yl)acetamide